ClC1=NC2=C(C3=CC=CC=C13)N(C1=CC3=C(C=C12)OCO3)CCCCCCC(=O)NO 7-(5-chloro-12H-[1,3]dioxolo[4',5':5,6]indolo[3,2-c]isoquinolin-12-yl)-N-hydroxyheptanamide